(S)-3-(3-chloro-4-fluorophenyl)-1-(2-hydroxyethyl)-1-((1-methoxyisoquinolin-4-yl)methyl)urea ClC=1C=C(C=CC1F)NC(N(CC1=CN=C(C2=CC=CC=C12)OC)CCO)=O